CC1=CC2=C(N=C(N=C2)NC2=C(C=CC=C2)[N+](=O)[O-])C(=N1)NCC(C)(C)C 6-methyl-N8-neopentyl-N2-(2-nitrophenyl)pyrido[3,4-d]pyrimidine-2,8-diamine